ethyl (((6-hydroxy-3'-methyl-4-propyl-[1,1'-biphenyl]-2-yl)oxy)methyl) carbonate C(OCC)(OCOC1=C(C(=CC(=C1)CCC)O)C1=CC(=CC=C1)C)=O